(2R)-N-(4-tert-butylphenyl)-1-cyano-N-[2-[2-(dimethylamino)ethylamino]-2-oxo-1-(3-pyridyl)ethyl]pyrrolidine-2-carboxamide C(C)(C)(C)C1=CC=C(C=C1)N(C(=O)[C@@H]1N(CCC1)C#N)C(C(=O)NCCN(C)C)C=1C=NC=CC1